FC(C1=CC=C(C=C1)N1N=C(N=C1)N(C(C#C)=O)C1(CCCC1)C(=O)N)(F)F 1-(N-(1-(4-(trifluoromethyl)phenyl)-1H-1,2,4-triazol-3-yl)propiolamido)cyclopentane-1-carboxamide